6-((3-(5-methoxymethylisoxazol-3-yl)-[1,2,4]triazolo[3,4-a]phthalazin-6-oxy)methylene)nicotinamide COCC1=CC(=NO1)C1=NN=C2N1N=C(C1=CC=CC=C21)OC=C2NC=C(C(=O)N)C=C2